2-(3-iodo-4,5-dimethoxyphenyl)-1-((1S,3S)-3-(methylcarbamoyl)cyclopentyl)-N-(3-(4-phenylpiperazin-1-yl)propyl)-1H-benzo[d]imidazole-6-carboxamide IC=1C=C(C=C(C1OC)OC)C1=NC2=C(N1[C@@H]1C[C@H](CC1)C(NC)=O)C=C(C=C2)C(=O)NCCCN2CCN(CC2)C2=CC=CC=C2